C1(=CC=CC2=CC=CC=C12)[C@@H](C)NC(CCC1=CC(=CC=C1)C(F)(F)F)=O (R)-N-(1-(naphthalene-1-yl)ethyl)-3-(3-(trifluoromethyl)phenyl)propionamide